CC1=C(C(=O)N[C@H](C)C2=CC=CC3=CC=CC=C23)C=CC=C1 (R)-2-methyl-N-(1-(naphthalene-1-yl)ethyl)benzamide